7-bromo-2-(2,5-dimethyl-1H-pyrrol-1-yl)-6-fluoro-8-methyl-[1,2,4]-triazolo[1,5-a]pyridine BrC1=C(C=2N(C=C1F)N=C(N2)N2C(=CC=C2C)C)C